CC(C)(OC(=O)NC1=CC=C(C=C1)CC1=CC=C(C=C1)NC([O-])=O)C1=CC=CC=C1 N-[4-[[4-[(1-methyl-1-phenyl-ethoxy)carbonylamino]phenyl]methyl]phenyl]carbamate